C(C)(=O)O[C@H]1C[C@@H](CCC1)N1N=C(C=2C1=NC=NC2N)C2=CC=C(C=C2)OC2=C(C(=CC=C2)OC)F (1R,3R)-3-(4-amino-3-(4-(2-fluoro-3-methoxyphenoxy)phenyl)-1H-pyrazolo[3,4-d]pyrimidin-1-yl)cyclohexyl acetate